N(=C=O)CCC[SiH2]C(OCC)OCC 3-isocyanatopropyldiethoxymethylsilane